C(C1=CC=CC=C1)OC1=CC=C2C(=NNC(C2=C1)=O)C 7-(benzyloxy)-4-methylphthalazin-1(2H)-one